5-(5-((((1aR,6bR)-5-fluoro-1a,6b-dihydro-1H-cyclopropa[b]benzofuran-6-yl)methyl)amino)-[1,2,4]triazolo[4,3-c]pyrimidin-8-yl)-3-methylbenzo[b]thiophene-1,1-dioxide FC=1C=CC2=C([C@@H]3[C@H](O2)C3)C1CNC1=NC=C(C=3N1C=NN3)C3=CC1=C(S(C=C1C)(=O)=O)C=C3